C(CCC)OCC(O)CO butylglycerylether